tert-butyl (3R,4S)-3-acetamido-3-(tert-butylcarbamoyl)-4-[3-(4,4,5,5-tetramethyl-1,3,2-dioxaborolan-2-yl)propyl]pyrrolidine-1-carboxylate C(C)(=O)N[C@]1(CN(C[C@@H]1CCCB1OC(C(O1)(C)C)(C)C)C(=O)OC(C)(C)C)C(NC(C)(C)C)=O